methyl (R)-3-((1-((tert-butoxycarbonyl) amino) butan-2-yl) oxy)-8-chloro-2-naphthoate C(C)(C)(C)OC(=O)NC[C@@H](CC)OC=1C(=CC2=C(C=CC=C2C1)Cl)C(=O)OC